CN(C=1C2=C(N=CN1)N(C(=C2)C2=CC=C(C=C2)CO)COCC[Si](C)(C)C)CC2CCOCC2 (4-(4-(Methyl((tetrahydro-2H-pyran-4-yl)methyl)amino)-7-((2-(trimethylsilyl)ethoxy)methyl)-7H-pyrrolo[2,3-d]pyrimidin-6-yl)phenyl)methanol